C(C)OC(=O)C1=NN2C(C(N(CC2)CC2=CC=C(C=C2)OC)=O)=C1 5-(4-methoxybenzyl)-4-oxo-4,5,6,7-tetrahydropyrazolo[1,5-a]pyrazine-2-carboxylic acid ethyl ester